4-chloro-1H-pyrrolo[2,3-b]pyridine-5-carboxylic acid ethyl ester hydrochloride Cl.C(C)OC(=O)C=1C(=C2C(=NC1)NC=C2)Cl